FC=1C=C(C=2C=NN(C2C1F)C1OCCCC1)C(=O)OC1=C(C=C(C=C1Cl)Cl)Cl (2,4,6-trichlorophenyl) 6,7-difluoro-1-(oxan-2-yl)indazole-4-carboxylate